[Br-].C(CCC)OC1=CC=C(OCCC[N+]2=CC=CC=C2)C=C1 1-(3-(4-butoxyphenoxy)propyl)pyridin-1-ium bromide